8-(2-(difluoromethoxy)-6-methylpyridin-4-yl)-2-((3-fluoropyridin-2-yl)methyl)-7-(oxazol-2-yl)-[1,2,4]triazolo[1,5-c]pyrimidin-5-amine FC(OC1=NC(=CC(=C1)C=1C=2N(C(=NC1C=1OC=CN1)N)N=C(N2)CC2=NC=CC=C2F)C)F